2,4-dimethyl-4,6-dihydropyrrolo[3,4-c]Pyrazole-5(1H)-carboxylic acid tert-butyl ester C(C)(C)(C)OC(=O)N1CC=2NN(CC2C1C)C